COC1=CC=C(CN(C2=NC(=NN3C2=NC=C3C(O)C3=CC(=CC=C3)CN3CCCC3)OCCCC)CC3=CC=C(C=C3)OC)C=C1 (4-(bis(4-methoxybenzyl)amino)-2-butoxyimidazo[2,1-f][1,2,4]triazin-7-yl)(3-(pyrrolidin-1-ylmethyl)phenyl)methanol